8-p-menthenethiol C1(CC(C(CC1)C(=C)C)S)C